C(CCCCCCCCCC)(=O)OC[C@@H](OC(CCCCCCCCCC)=O)COP(=O)([O-])OCC[N+](C)(C)C 1,2-di(undecoyl)-sn-glycero-3-phosphocholine